3-bromo-7-(methylamino)-5,6,7,9-tetrahydropyrido[2,3-b]azepin-8-on BrC1=CC2=C(NC(C(CC2)NC)=O)N=C1